tert-butyl (3R)-4-{6-cyano-2'-ethoxy-[2,3'-bipyridin]-5-yl}-3-ethylpiperazine-1-carboxylate C(#N)C1=C(C=CC(=N1)C=1C(=NC=CC1)OCC)N1[C@@H](CN(CC1)C(=O)OC(C)(C)C)CC